10-hexyl-7-(thiophen-3-yl)-10H-phenothiazine-3-carbaldehyde C(CCCCC)N1C2=CC=C(C=C2SC=2C=C(C=CC12)C=O)C1=CSC=C1